CC(C[C@@H](C(=O)O)NC(=O)C1=NC=CN=C1)(C)C (S)-4,4-dimethyl-2-(pyrazine-2-carboxamido)pentanoic acid